OC(COC1=CC=C(C=C1)C(C)(C)C1=CC=C(C=C1)OCC(COC(C(=C)C)=O)O)COC(C(=C)C)=O 2,2-bis[4-(2-hydroxy-3-methacryloyloxypropoxy)phenyl]propane